OC1(C(O1)C)CC 2-hydroxy-1,3-dimethylepoxypropane